BrC1=CC(=C(C(=O)N)C=C1)NC(=O)NC1=CC(=CC(=C1)OC(F)(F)F)Cl 4-bromo-2-[3-(3-chloro-5-trifluoromethoxyphenyl)ureido]benzamide